C1(=CC=C(C=C1)C(=O)[Si](CC)(CC)CC)C p-tolyl-(triethylsilyl)methanone